N(6)-methyladenosine CNC=1C=2N=CN([C@H]3[C@H](O)[C@H](O)[C@@H](CO)O3)C2N=CN1